CCCC(CCCCC)=O Nonan-4-one